FC=1C=2N(C=C(C1)NC(=O)C=1C=CC(=C3N=C(C=NC13)C)N1C[C@H](N([C@H](C1)C)C(=O)OC(C)(C)C)C)C=C(N2)C tert-butyl (2r,6s)-4-[8-({8-fluoro-2-methylimidazo[1,2-a]pyridin-6-yl} carbamoyl)-3-methylquinoxalin-5-yl]-2,6-dimethylpiperazine-1-carboxylate